C=1N=C(N2C1CCCC2)CN(CCCCN)C2CCCC=1C=CC=NC21 N1-(5,6,7,8-Tetrahydro-imidazo[1,5-a]pyridin-3-ylmethyl)-N1-(5,6,7,8-tetrahydro-quinolin-8-yl)-butane-1,4-diamine